N-methyl-N,1-diphenylpyrrolidine-2-carboxamide CN(C(=O)C1N(CCC1)C1=CC=CC=C1)C1=CC=CC=C1